O=C1C=2NC(=NC2N=C(N1CCC)NCC(=O)O)C=1C=NN(C1)CC1=CC(=CC=C1)C(F)(F)F {6-Oxo-1-propyl-8-[1-(3-trifluoromethyl-benzyl)-1H-pyrazol-4-yl]-6,7-dihydro-1H-purin-2-ylamino}-acetic acid